CC(=C/C=C/C(=C/C=C/C(=C/C=C/C=C(\\C)/C=C/C=C(\\C)/C=C/C=C(\\C)/C=O)/C)/C)C The molecule is an apo carotenoid triterpenoid that is 4,4'-diapolycopene in which one of the terminal methyl groups has been replaced by a formyl group. It has a role as a bacterial metabolite. It is an enal and an apo carotenoid triterpenoid. It derives from a hydride of a 4,4'-diapolycopene.